BrC1=CC2=C(C=3N(CCS2)C=CN3)C=C1 9-bromo-5,6-dihydrobenzo[f]imidazo[1,2-d][1,4]thiazepine